4-(2-chloro-5-fluoronicotinyl)-5-bromopyrimidin ClC1=C(CC2=NC=NC=C2Br)C=C(C=N1)F